ClC1=C(N=C(N=N1)N[C@H]1CN(CCC1)CCCC=1OC=CN1)C (6-chloro-5-methyl-1,2,4-triazin-3-yl)-[(3R)-1-(3-oxazol-2-ylpropyl)-3-piperidyl]amine